bis(bromomethyl)-2,2'-bipyridine BrCC1=C(C(=NC=C1)C1=NC=CC=C1)CBr